C(C)(C)C1=CC=C(C=C1)CC(=O)O 2-(4-isopropylphenyl)acetic acid